CC1=CC(=C(C=C1)CCO)[N+](=O)[O-] 2-(4-methyl-2-nitrophenyl)ethane-1-ol